1-aminopentane-1,2,3,5-tetrol NC(C(C(CCO)O)O)O